OC=1C=C(C2=COC3=C(C(=CC=C3C2=O)O)C)C=CC1C 3',7-dihydroxy-4',8-dimethyl-isoflavone